2-(4-(perfluoroethyl)-2-(trifluoromethyl)imidazo[1,2-a][1,8]naphthyridin-8-yl)-1,3,4-oxadiazole FC(C(F)(F)F)(C=1C=2C=CC=3N(C2N=C(C1)C(F)(F)F)C=C(N3)C=3OC=NN3)F